O.C(C(=O)O)(=O)O.CN[C@H]1CN(CC[C@H]1C)CC1=CC=CC=C1 (3R,4R)-N,4-dimethyl-1-benzyl-3-piperidinamine monooxalate monohydrate